6'-chloro-2'-methyl-2H-[1,3'-bipyridin]-2-one ClC1=CC=C(C(=N1)C)N1C(C=CC=C1)=O